Hexafluoropropan-2-yl (R or S)-1-(pyridin-4-ylcarbamoyl)-6-azaspiro[2.5]octane-6-carboxylate N1=CC=C(C=C1)NC(=O)[C@@H]1CC12CCN(CC2)C(=O)OC(C(F)(F)F)C(F)(F)F |o1:9|